C(C=CC)OCC1CO1 1-(2-butenyloxy)-2,3-epoxypropane